CC=1C=CC(=C(C1)O)C1=NN=C(C2=CC(=CC=C12)C(F)(F)F)N[C@H]1CN(CCC1)C (R)-5-methyl-2-(4-((1-methylpiperidin-3-yl)amino)-6-(trifluoromethyl)phthalazin-1-yl)phenol